C1(CC1)CC(C(=O)NC)N1N=NC(=C1)C1CC1 3-cyclopropyl-2-(4-cyclopropyl-1H-1,2,3-triazol-1-yl)-N-methylpropanamide